FC=1C=C(C=CC1OC1=CC=NC2=CC=C(N=C12)OC)NC(=O)C=1C(N(C(=CC1C)C)C1=CC=C(C=C1)F)=O N-[3-fluoro-4-[(6-methoxy-1,5-naphthyridin-4-yl)oxy]phenyl]-1-(4-fluorophenyl)-4,6-dimethyl-2-oxopyridine-3-carboxamide